2-(4-fluorophenyl)imidazo[1,2-a]pyrazine-3-carboxylic acid methyl ester COC(=O)C1=C(N=C2N1C=CN=C2)C2=CC=C(C=C2)F